CC(C)=CCCC(C)=CCCC(C)=CCCC1(C)CCC2C=C(O)C=CC=2O1 TOCOTRIENOL